(S)-7-((6-bromo-3-(oxetan-2-ylmethyl)-3H-imidazo[4,5-c]pyridin-2-yl)methyl)-2-((4-chloro-2-fluorobenzyl)oxy)-3-(trifluoromethyl)-5,6,7,8-tetrahydro-1,7-naphthyridine BrC1=CC2=C(C=N1)N(C(=N2)CN2CCC=1C=C(C(=NC1C2)OCC2=C(C=C(C=C2)Cl)F)C(F)(F)F)C[C@H]2OCC2